BrC1=NN2C(N=C(C=C2N2CCOCC2)N2N=CC(=C2)C=2C=C(C=CC2)C)=C1 4-(2-bromo-5-(4-(m-tolyl)-1H-pyrazol-1-yl)pyrazolo[1,5-a]pyrimidin-7-yl)morpholine